CN(C)P Dimethylaminophosphine